(R)-N-(3-(3-((5-chloropyrimidin-2-yl)amino)pyrrolidine-1-carbonyl)-1-methyl-1H-pyrazol-5-yl)acrylamide ClC=1C=NC(=NC1)N[C@H]1CN(CC1)C(=O)C1=NN(C(=C1)NC(C=C)=O)C